2-(4-Cyanophenyl)-4,4-bis(ethoxycarbonyl)suberic acid C(#N)C1=CC=C(C=C1)C(C(=O)O)CC(CCCC(=O)O)(C(=O)OCC)C(=O)OCC